N-(1-(5-(6-(3-cyanopyrrolo[1,2-b]pyridazin-7-yl)-4-(isopropylamino)pyridin-3-yl)-1,3,4-thiadiazol-2-yl)-3,3-difluoropiperidin-4-yl)acetamide C(#N)C1=CC=2N(N=C1)C(=CC2)C2=CC(=C(C=N2)C2=NN=C(S2)N2CC(C(CC2)NC(C)=O)(F)F)NC(C)C